FC1=C(COC2=C3C(N(C(=NC3=CC=C2)C)C2C(NC(CC2)=O)=O)=O)C=CC(=C1)CN1CCOCC1 3-(5-((2-fluoro-4-(morpholinomethyl)benzyl)oxy)-2-methyl-4-oxoquinazolin-3(4H)-yl)piperidine-2,6-dione